COC1=CC=C2C3=C(NC2=C1)C(=NCC3)CC(CC3=NCCC1=C3NC3=CC(=CC=C13)OC)C1=CC(=C(C(=C1)[N+](=O)[O-])O)OC 4-(1,3-bis(7-methoxy-4,9-dihydro-3H-pyrido[3,4-b]indol-1-yl)propan-2-yl)-2-methoxy-6-nitrophenol